N-(2-aminoethyl)-5-(4-(5-(4-methylpiperazin-1-yl)-1H,3'H-[2,5'-bibenzo[d]imidazol]-2'-yl)phenoxy)pentanamide tetrakis(2,2,2-trifluoroacetate) FC(C(=O)O)(F)F.FC(C(=O)O)(F)F.FC(C(=O)O)(F)F.FC(C(=O)O)(F)F.NCCNC(CCCCOC1=CC=C(C=C1)C=1NC2=C(N1)C=CC(=C2)C2=NC1=C(N2)C=CC(=C1)N1CCN(CC1)C)=O